tert-butyl 2-[[3-chloro-4-[3-(methoxymethyl)isoxazol-5-yl]phenyl]methyl]morpholine-4-carboxylate ClC=1C=C(C=CC1C1=CC(=NO1)COC)CC1CN(CCO1)C(=O)OC(C)(C)C